5-((4-methoxypiperidin-1-yl)methyl)pyrimidin COC1CCN(CC1)CC=1C=NC=NC1